ClC1=C(C(=O)N2COC3=C(C2)C=CC=C3C3=CC(=C(C(=O)O)C=C3F)N3C2COCC3CC2)C(=CC(=C1)N1CC(C1)OCC)Cl 4-[3-[2,6-Dichloro-4-(3-ethoxyazetidin-1-yl)benzoyl]-2,4-dihydro-1,3-benzoxazin-8-yl]-5-fluoro-2-(3-oxa-8-azabicyclo[3.2.1]octan-8-yl)benzoic acid